OCC(C)(CO)NC(=O)C=1C=2C[C@@H]3[C@H](C2N(N1)C1=NC=CC(=C1)C(F)(F)F)C3 (1aR,5aR)-2-(4-Trifluoromethyl-pyridin-2-yl)-1a,2,5,5a-tetrahydro-1H-2,3-diaza-cyclopropa[a]pentalene-4-carboxylic acid (2-hydroxy-1-hydroxymethyl-1-methyl-ethyl)-amide